2-fluoro-6-((2-(1-(3,3,3-trifluoropropyl)-1H-pyrazol-5-yl)pyridin-3-yl)methoxy)benzaldehyde FC1=C(C=O)C(=CC=C1)OCC=1C(=NC=CC1)C1=CC=NN1CCC(F)(F)F